OC1(COC1)C1=CC=C(C=C1)C(=O)N1CC2C(C1)CC(=C2)C2=CC=C(C=C2)OCCSC (4-(3-hydroxyoxetan-3-yl)phenyl)(5-(4-(2-(methylthio)ethoxy)phenyl)-3,3a,4,6a-tetrahydrocyclopenta[c]pyrrol-2(1H)-yl)methanone